CC1CCN(CC1)CC1=CC=C(COC2=C3CN(C(C3=CC=C2)=O)C2C(NC(CC2)=O)=O)C=C1 3-{4-[4-(4-Methyl-piperidin-1-ylmethyl)-benzyloxy]-1-oxo-1,3-dihydro-isoindol-2-yl}-piperidine-2,6-dione